C(=O)C1=NC=2N(C(=C1)N(C(OC(C)(C)C)=O)CC1=CC(=CC=C1)C=1N(C=CN1)C)N=C(C2C2=CC(=C(C=C2)OC)S(=O)(=O)CCO)C tert-Butyl (5-formyl-3-(3-((2-hydroxyethyl)sulfonyl)-4-methoxyphenyl)-2-methylpyrazolo[1,5-a]pyrimidin-7-yl)(3-(1-methyl-1H-imidazol-2-yl)benzyl)carbamate